7-(2-((2-((cis)-4-(Trifluoromethyl)cyclohexyl)pyridin-4-yl)oxy)ethyl)-2-thia-7-azaspiro[3.5]nonane 2,2-dioxide FC([C@H]1CC[C@H](CC1)C1=NC=CC(=C1)OCCN1CCC2(CS(C2)(=O)=O)CC1)(F)F